2,2-dimethylpropan-1-ol CC(CO)(C)C